3-(1H-imidazol-1-yl)aniline tert-butyl-(1RS,4SR,6SR)-6-((4-nitrobenzoyl)oxy)-2-azabicyclo[2.2.1]heptane-2-carboxylate C(C)(C)(C)OC(=O)N1[C@H]2[C@H](C[C@@H](C1)C2)OC(C2=CC=C(C=C2)[N+](=O)[O-])=O.N2(C=NC=C2)C=2C=C(N)C=CC2 |r|